OC(CC(=O)O)CCCCCCCCCCC β-hydroxymyristic acid